N-(4-((5-(1,6-dimethyl-1H-pyrazolo[3,4-b]pyridin-4-yl)-3-methyl-4,5,6,7-tetrahydro-1H-pyrazolo[4,3-c]pyridin-1-yl)methyl)bicyclo[2.2.2]octan-1-yl)-2-(methylamino)acetamide CN1N=CC=2C1=NC(=CC2N2CC1=C(CC2)N(N=C1C)CC12CCC(CC1)(CC2)NC(CNC)=O)C